CN1C2=C(OC[C@@H](C1=O)NC(=O)N1N=CC(=C1)CC1=NC(=CC=C1)C)C=CC(=C2)C#CC2COC2 (S)-N-(5-methyl-7-(oxetan-3-ylethynyl)-4-oxo-2,3,4,5-tetrahydrobenzo[b][1,4]oxazepin-3-yl)-4-((6-methylpyridin-2-yl)methyl)-1H-pyrazole-1-carboxamide